{1-[(1S)-1-(tetrahydro-2H-pyran-4-yl)ethyl]-1H-imidazol-4-yl}methanone O1CCC(CC1)[C@H](C)N1C=NC(=C1)C=O